C12N(CC(NC1)CC2)C=2C1=C(N=C(N2)OC([2H])([2H])[C@H]2N(CCC2)C([2H])([2H])[2H])C(=C(N=C1)C1=CC(=CC2=CC=C(C(=C12)CC)F)O)F 4-(4-(2,5-Diazabicyclo[2.2.2]octan-2-yl)-8-fluoro-2-(((S)-1-(methyl-d3)pyrrolidin-2-yl)methoxy-d2)pyrido[4,3-d]pyrimidin-7-yl)-5-ethyl-6-fluoronaphthalen-2-ol